[C@H]12CN(C[C@H](CC1)N2)C2=NC(=NC1=C(C(=C(C=C21)F)C2=CC=C(C1=C2N=C(S1)N)F)F)OC[C@]12CCCN2C[C@@H](C1)F 4-(4-((1R,5S)-3,8-diazabicyclo[3.2.1]octan-3-yl)-6,8-difluoro-2-(((2R,7aS)-2-fluorotetrahydro-1H-pyrrolizin-7a(5H)-yl)methoxy)quinazolin-7-yl)-7-fluorobenzo[d]thiazol-2-amine